L-aspartic acid α-tert-butyl ester CC(C)(C)OC(=O)[C@H](CC(=O)O)N